ClC1=CC=C(C=C1)C=1N=C(SC1)N(C)C1=C(N=C2N1C=C(C=C2)C=2CN(CC2)S(=O)(=O)C)CC 4-(4-chlorophenyl)-N-(2-ethyl-6-(1-(methylsulfonyl)-2,5-dihydro-1H-pyrrol-3-yl)imidazo[1,2-a]pyridin-3-yl)-N-methylthiazol-2-amine